[N+](=O)([O-])C=1C(=NC(=C(C1)C(F)(F)F)O[C@H](C)CC=C)C(=O)OC Methyl (R)-3-nitro-6-[(2R)-pent-4-en-2-yloxy]-5-(trifluoromethyl)pyridine-2-carboxylate